C1=C(C=CC=2C(C3=CC=CC=C3C(C12)=O)=O)S(=O)(=O)[O-] anthraquinone-2-Sulfonate